N1=CC=CC2=CN=CC=C12 [1,6]NAPHTHYRIDINE